bis(tert-butyl-peroxy)p-diisopropylbenzene C(C)(C)(C)OOC=1C(=C(C=CC1C(C)C)C(C)C)OOC(C)(C)C